[I-].C(C)OC(CCCCC\C=C/CCC[P+](C)(C)C)OCC (4Z)-11,11-diethoxy-4-undecenyltrimethylphosphonium iodide